(-)-1-[(3S*,4R*)-4-(2,5-difluoro-4-methoxyphenyl)-2-oxopyrrolidin-3-yl]-3-(4-fluorophenyl)-urea FC1=C(C=C(C(=C1)OC)F)[C@H]1[C@@H](C(NC1)=O)NC(=O)NC1=CC=C(C=C1)F |o1:10,11|